3-(2-{6-chloro-1-[(1S)-2,2-difluorocyclopropyl]-1,3-benzodiazol-5-yl}ethynyl)-1-[(3S,5R)-5-(methoxymethyl)-1-(prop-2-enoyl)pyrrolidin-3-yl]-5-(methylamino)pyrazole-4-carboxamide ClC=1C(=CC2=C(N(C=N2)[C@@H]2C(C2)(F)F)C1)C#CC1=NN(C(=C1C(=O)N)NC)[C@@H]1CN([C@H](C1)COC)C(C=C)=O